N1C[C@@H](CCC1)O (R)-piperidin-3-ol